CC1=CC=C(C=C1)S(=O)(=O)OCC12OCC(N(C1)C(=O)OC(C)(C)C)C2 tert-butyl 1-({[(4-methylphenyl) sulfonyl] oxy} methyl)-2-oxa-5-azabicyclo[2.2.1]heptane-5-carboxylate